O=S1(CCOCC2N1CCC(C2)NC=2N=CC1=C(N2)N(C(C(=C1)C)=O)[C@H]1[C@](CCC1)(C)O)=O 2-((1,1-dioxidooctahydropyrido[1,2-e][1,4,5]oxathiazepin-7-yl)amino)-8-((1R,2R)-2-hydroxy-2-methylcyclopentyl)-6-methylpyrido[2,3-d]pyrimidin-7(8H)-one